ClC=1C=C(C=CC1)C(C(C1=CC=CC=C1)OC(N[C@H](C(=O)N[C@H](CO)C[C@H]1C(NCC1)=O)CCCC)=O)(F)F ((S)-1-(((S)-1-hydroxy-3-((S)-2-oxopyrrolidin-3-yl)propan-2-yl)amino)-1-oxohexane-2-yl)carbamic acid 2-(3-chlorophenyl)-2,2-difluoro-1-phenylethyl ester